OC(CN(C(OC(C)(C)C)=O)CC(C=C)O)C=C Tert-Butyl N,N-bis(2-hydroxybut-3-enyl)carbamate